CC(C(=O)OCN1C(N(C=2N=C(N(C2C1=O)C=1C=NC(=CC1)Cl)C1=C(C=CC=C1)Cl)COC(C(C)(C)C)=O)=O)(C)C [8-(2-chlorophenyl)-7-(6-chloropyridin-3-yl)-3-[[(2,2-dimethylpropanoyl)oxy]methyl]-2,6-dioxopurin-1-yl]methyl 2,2-dimethylpropanoate